1-(2-hydroxyethyl)-2-hydroxy-methyl-5-nitroimidazole OCCN1C(=NC(=C1[N+](=O)[O-])C)O